bromopyran BrC1OC=CC=C1